(R)-N-(2-chloro-3'-(3-((3-hydroxypyrrolidin-1-yl)methyl)-1,7-naphthyridin-8-ylamino)-2'-methylbiphenyl-3-yl)-1-methyl-4,5,6,7-tetrahydro-1H-imidazo[4,5-c]pyridine-2-carboxamide ClC1=C(C=CC=C1NC(=O)C=1N(C2=C(CNCC2)N1)C)C1=C(C(=CC=C1)NC=1N=CC=C2C=C(C=NC12)CN1C[C@@H](CC1)O)C